2,5-diaminobenzene sodium [Na].NC1=CC=C(C=C1)N